C(C)(=O)N[C@@H]1[C@H]([C@H]([C@@H]2CO[C@H]1O2)O)O (1S,2R,3R,4R,5S)-4-acetamido-2,3-dihydroxy-6,8-dioxabicyclo[3.2.1]octan